FC(S(=O)(=O)NC1=C(C=C(C=C1)B1OC(C(O1)(C)C)(C)C)OCC=1SC=CN1)F 1,1-difluoro-N-(4-(4,4,5,5-tetramethyl-1,3,2-dioxaborolan-2-yl)-2-(thiazol-2-ylmethoxy)phenyl)methanesulfonamide